FC(C1=NN=C(S1)C(C)N)(F)F 1-[5-(trifluoromethyl)-1,3,4-thiadiazol-2-yl]Ethylamine